(4-chloro-2-(2-(difluoromethoxy)-7-methylquinoxalin-5-yl)-7,8-dihydro-[1,4]dioxino[2',3':3,4]benzo[1,2-d]thiazol-7-yl)methanol ClC1=CC2=C(C3=C1N=C(S3)C3=C1N=CC(=NC1=CC(=C3)C)OC(F)F)OCC(O2)CO